FC(C(CCOC(=O)C1C2CC(C(C1)C2)O)(F)F)(S(=O)(=O)[O-])F.FC2=CC=C(C=C2)[S+](C2=CC=CC=C2)C2=CC=CC=C2 (4-fluorophenyl)diphenylsulfonium 1,1,2,2-tetrafluoro-4-((5-hydroxybicyclo[2.2.1]heptane-2-carbonyl)oxy)butane-1-sulfonate